(S)-2-(2,5-difluoro-4-(6-((2-fluoro-4-((1-methyl-1H-imidazol-5-yl)ethynyl)benzyl)oxy)pyridin-2-yl)benzyl)-4-fluoro-1-(oxetan-2-ylmethyl)-1H-benzo[d]imidazole-6-carboxylic acid FC1=C(CC2=NC3=C(N2C[C@H]2OCC2)C=C(C=C3F)C(=O)O)C=C(C(=C1)C1=NC(=CC=C1)OCC1=C(C=C(C=C1)C#CC1=CN=CN1C)F)F